methyl 5-methyl-4-oxo-2-((2-(trimethylsilyl) ethoxy) methyl)-4,5-dihydro-2H-pyrrolo[3,4-c]pyridine-7-carboxylate CN1C(C=2C(C(=C1)C(=O)OC)=CN(C2)COCC[Si](C)(C)C)=O